7-((2,3-dichlorophenyl)(pyridin-2-ylamino)methyl)-5-(2-morpholinoethyl)quinolin-8-ol ClC1=C(C=CC=C1Cl)C(C1=CC(=C2C=CC=NC2=C1O)CCN1CCOCC1)NC1=NC=CC=C1